[(tert-butoxy)(dimethylamino)methyl]dimethylamine C(C)(C)(C)OC(N(C)C)N(C)C